(S)-4-(methoxymethyl)-2,2-dioxo-oxathiazolidine-3-carboxylate COC[C@@H]1N(S(OC1)(=O)=O)C(=O)[O-]